[N+](=O)([O-])[B] nitroboron